4-({6-[(1s,4s)-4-[(3-hydroxypiperidin-2-yl)methoxy]cyclohexyl]pyridin-2-yl}oxy)butanoic acid hydrochloride Cl.OC1C(NCCC1)COC1CCC(CC1)C1=CC=CC(=N1)OCCCC(=O)O